(tert-butyl) 2-methyl (E)-4-(2-(1,8-naphthyridin-2-yl) vinyl)-1H-pyrrole-1,2-dicarboxylate N1=C(C=CC2=CC=CN=C12)/C=C/C=1C=C(N(C1)C(=O)OC(C)(C)C)C(=O)OC